C(C)OC(\C(\C(\C(F)(F)F)=N/O)=N\O)=O.[N+](=O)([O-])C=1C=C(C=CC1)[N+]1=COC2=C1C=CC=C2 N-(m-nitrophenyl)benzoxazolium ethyl-(2E,3E)-4,4,4-trifluoro-2,3-bis(hydroxyimino)butanoate